COC(\C=C\CC[C@@H](C(=O)NC=1C(N(C=CC1)CC(=O)NC1C2CC3CC(CC1C3)C2)=O)NC(=O)C=2N=CNC2)=O (S,E)-Methyl-6-(1H-imidazol-4-carboxamido)-7-(1-(2-(2-adamantylamino)-2-oxoethyl)-2-oxo-1,2-dihydropyridin-3-ylamino)-7-oxohept-2-enoat